(S)-3-(4-(2-chloro-5-(trifluoromethyl)pyrimidin-4-yl)-1H-pyrazol-1-yl)-2-methylbutan-2-ol ClC1=NC=C(C(=N1)C=1C=NN(C1)[C@H](C(C)(O)C)C)C(F)(F)F